CC=CC1=CC(=C(C=C1)OS(=O)(=O)[O-])OC The molecule is a phenyl sulfate oxoanion that is the conjugate base of isoeugenol sulfate, obtained by deprotonation of the sulfo group; major species at pH 7.3. It is a conjugate base of an isoeugenol sulfate.